(2-(2-((6-methoxy-2-methyl-1,2,3,4-tetrahydroisoquinolin-7-yl)amino)-9H-purin-9-yl)phenyl)dimethylphosphine oxide COC=1C=C2CCN(CC2=CC1NC1=NC=C2N=CN(C2=N1)C1=C(C=CC=C1)P(C)(C)=O)C